2-Chloro-4-((3-(3-hydroxy-2,3-dimethylbutyl)-1-methyl-2-oxo-2,3-dihydro-1H-benzo[d]imidazol-5-yl)amino)nicotinonitril ClC1=C(C#N)C(=CC=N1)NC1=CC2=C(N(C(N2CC(C(C)(C)O)C)=O)C)C=C1